2-chloro-N-[(furan-2-yl)methyl]-7-methyl-6-(pyrrolidin-3-yl)thieno[3,2-d]pyrimidin-4-amine formate C(=O)O.ClC=1N=C(C2=C(N1)C(=C(S2)C2CNCC2)C)NCC=2OC=CC2